NC1=CC=C(C(=C1C(=O)N(C)CCO)F)C=1C(=C2C(=NC1)NCC21CCC1)Cl 6-Amino-3-(4'-chloro-1',2'-dihydrospiro[cyclobutane-1,3'-pyrrolo[2,3-b]pyridin]-5'-yl)-2-fluoro-N-(2-hydroxyethyl)-N-methylbenzamide